2-[(2S)-4-[2-[[(2R,4R)-4-methoxy-1-methylpyrrolidin-2-yl]methoxy]-7-(8-methyl-1-naphthyl)-6,8-dihydro-5H-pyrido[3,4-d]pyrimidin-4-yl]piperazin-2-yl]acetonitrile CO[C@@H]1C[C@@H](N(C1)C)COC=1N=C(C2=C(N1)CN(CC2)C2=CC=CC1=CC=CC(=C21)C)N2C[C@@H](NCC2)CC#N